Cl.N1CC(C1)N1N=CC(=C1)N 1-(azetidin-3-yl)-1H-pyrazol-4-amine hydrochloride